ethane-thiol C(C)S